[4-([[(2R,3S)-3-[(tert-butoxycarbonyl)amino]-5-carbamoylpentan-2-yl]oxy]methyl)phenyl]acetic acid C(C)(C)(C)OC(=O)N[C@H]([C@@H](C)OCC1=CC=C(C=C1)CC(=O)O)CCC(N)=O